methylsulfonyl-p-toluenesulfonyl-diazomethane CS(=O)(=O)C(=[N+]=[N-])S(=O)(=O)C1=CC=C(C)C=C1